5,6-dihydroacridine C1=CC=CC2=NC=3CCC=CC3C=C12